ClC1=C(C(=O)NC2(CC2)C#N)C=C(C=C1)N1N=CC(=C1)C1=C(C=C(C=C1Cl)C(C(F)(F)F)(C(F)(F)F)F)Cl 2-chloro-N-(1-cyanocyclopropyl)-5-[4-[2,6-dichloro-4-[1,2,2,2-tetrafluoro-1-(trifluoromethyl)ethyl]phenyl]pyrazol-1-yl]benzamide